3-tert-Butoxycarbonyl-3-azabicyclo[3.1.1]heptane-1-carboxylic acid C(C)(C)(C)OC(=O)N1CC2(CC(C1)C2)C(=O)O